C1(=CC=CC=C1)C1CC2(C1)CCN(CC2)C(=O)OCC2=CC=CC=C2 Benzyl 2-phenyl-7-azaspiro[3.5]nonane-7-carboxylate